O=C1NC(CCC1N1C(C2=CC=C(C=C2C1=O)N1CCC(CC1)CCCO)=O)=O 2-(2,6-dioxopiperidin-3-yl)-5-(4-(3-hydroxypropyl)piperidin-1-yl)isoindoline-1,3-dione